C(C)(C)(C)OC(N(C)[C@@H]1CN(CC1)C1=NC=CC(=N1)NC1=NNC(=C1)C1CC1)=O (S)-(1-(4-((5-cyclopropyl-1H-pyrazol-3-yl)amino)pyrimidin-2-yl)pyrrolidin-3-yl)(methyl)carbamic acid tert-butyl ester